C(C)(C)(C)OC(=O)NC(C)(C)C1=CC(=[N+](C(=C1)C(CC)O)[O-])C1=CC=C(C=C1)F 4-(2-((tert-butoxycarbonyl)amino)propan-2-yl)-2-(4-fluorophenyl)-6-(1-hydroxypropyl)pyridine 1-oxide